O=C/1NCC2(\C1=C/C1=CC=C3C(=NN(C3=C1)C1OCCCC1)\C=C\C1=CC=C(C=C1)CN1CCCCC1)CCN(CC2)C(=O)OC(C)(C)C tert-butyl (E)-3-oxo-4-((3-((E)-4-(piperidin-1-ylmethyl)styryl)-1-(tetrahydro-2H-pyran-2-yl)-1H-indazol-6-yl)methylene)-2,8-diAzaspiro[4.5]decane-8-carboxylate